4-Bromocatechol BrC=1C=C(C(O)=CC1)O